ClC1=C(C=C(C(=O)N2CC=3N=C(N(C(C3C[C@H]2C)=O)C=2OC=C(N2)C(=O)O)NC(C)C)C=C1)C(F)(F)F.[Li] Lithium (R)-2-(7-(4-chloro-3-(trifluoromethyl)benzoyl)-2-(isopropylamino)-6-methyl-4-oxo-5,6,7,8-tetrahydropyrido[3,4-d]pyrimidin-3(4H)-yl)oxazole-4-carboxylic acid